2-bromo-4,8-dimethyl-1,2,3,5,6,7-hexahydro-s-indacen BrC1CC2=C(C=3CCCC3C(=C2C1)C)C